N-(3-(5-chlorobenzo[d]thiazol-2-yl)bicyclo[1.1.1]pentan-1-yl)-5-(dichloro(methylsulfonyl)methyl)furan-2-carboxamide ClC=1C=CC2=C(N=C(S2)C23CC(C2)(C3)NC(=O)C=3OC(=CC3)C(S(=O)(=O)C)(Cl)Cl)C1